N1N=NC2=C1CC[C@H](C2)C=O ((R)-4,5,6,7-tetrahydro-1H-benzo[d][1,2,3]triazol-5-yl)methanone